4-methoxy-4-propyl-cyclohexanecarbohydrazide COC1(CCC(CC1)C(=O)NN)CCC